FC(C(C)(C)SC=1C(=CC=2N(C1)C=CN2)OC)F 6-((1,1-difluoro-2-methylpropan-2-yl)thio)-7-methoxyimidazo[1,2-a]pyridine